2-amino-2-(5-methoxypyridin-3-yl)acetonitrile NC(C#N)C=1C=NC=C(C1)OC